N-(2,3-dimethoxyphenethyl)-6-(4-(4-isopropylpiperazin-1-yl)phenyl)-1,2-dimethyl-1H-benzo[d]imidazol-4-amine COC1=C(CCNC2=CC(=CC=3N(C(=NC32)C)C)C3=CC=C(C=C3)N3CCN(CC3)C(C)C)C=CC=C1OC